2-(tert-butyl) 3-ethyl (1S,3R,5S)-2-azabicyclo[3.1.0]hexane-2,3-dicarboxylate [C@H]12N([C@H](C[C@@H]2C1)C(=O)OCC)C(=O)OC(C)(C)C